(3,3-dimethylpiperazin-1-yl)methanone CC1(CN(CCN1)C=O)C